OC=1C=C(C=C2C(N(/C(/S2)=N/C2=CC=C(C=C2)S(=O)(=O)N)C2=CC=CC=C2)=O)C=CC1 4-(((2Z)-5-(3-hydroxybenzylidene)-4-oxo-3-phenylthiazolidin-2-ylidene)amino)benzenesulphonamide